1-(4-(Cyclobutylmethyl)phenyl)ethan-1-one C1(CCC1)CC1=CC=C(C=C1)C(C)=O